FC(C1(CC1)C1=NC2=C(N1)C=CC(=C2)C(=O)N)(F)F 2-[1-(trifluoromethyl)cyclopropyl]-1H-benzimidazole-5-carboxamide